ClC1=CC(=C(C=C1)N1N=CC(=C1C(F)(F)F)C(=O)NC=1C=NC(=C(C1)C#N)N1N=CC=N1)C 1-(4-chloro-2-methylphenyl)-N-(5-cyano-6-(2H-1,2,3-triazol-2-yl)pyridin-3-yl)-5-(trifluoromethyl)-1H-pyrazole-4-carboxamide